C(CCCCCCC\C=C/CCCCCCCC)(=O)O[C@H](COC(CCCCCCCCCCCCCCC)=O)COP(=O)(O)OC[C@H](N)C(=O)O 2-Oleoyl-1-palmitoyl-sn-glycero-3-phospho-L-serine